CSC=1OC2=C(N1)C=CC=C2 2-(methylthio)benzo[d]oxazole